7-Methoxy-2-(trichloromethyl)chromen-4-one COC1=CC=C2C(C=C(OC2=C1)C(Cl)(Cl)Cl)=O